tert-butyl 8-(2-(2-(3,4-dichlorophenyl)-2,2-difluoroacetyl)hydrazine-1-carbonyl)-2-(2,2-difluoro-1-methylcyclopropane-1-carbonyl)-2,6-diazaspiro[3.4]octane-6-carboxylate ClC=1C=C(C=CC1Cl)C(C(=O)NNC(=O)C1CN(CC12CN(C2)C(=O)C2(C(C2)(F)F)C)C(=O)OC(C)(C)C)(F)F